O=C(C(=O)O)CCCCCCC=CC=CC=CCCCC oxoeleostearic acid